C(C)(C)(C)OC(=O)N(C1=CC=C(C(=O)OC)C=C1)[C@@H]1C[C@@H](N(C2=CC=CC=C12)C(CC)=O)C methyl 4-((tertbutoxycarbonyl)((2S,4R)-2-methyl-1-propionyl-1,2,3,4-tetrahydroquinolin-4-yl)amino)benzoate